γ-glycidoxypropyl-dimethoxyethoxyethylsilane benzyl-3-azido-1-oxa-8-azaspiro[4.5]decane-8-carboxylate C(C1=CC=CC=C1)OC(=O)N1CCC2(CC(CO2)N=[N+]=[N-])CC1.C(C1CO1)OCCC[SiH2]CCOCC(OC)OC